2-bromo-1,4-benzenedicarboxylic acid (2-bromo-1,4-benzenedicarboxylate) BrC1=C(C=CC(=C1)C(=O)O)C(=O)O.BrC1=C(C=CC(=C1)C(=O)O)C(=O)O